2-(benzylamino)-5,5-difluoro-4,4-dimethylpentanoic acid C(C1=CC=CC=C1)NC(C(=O)O)CC(C(F)F)(C)C